1,6,11-tris(2,4-bis[N-butyl-N-(2,2,6,6-tetramethyl-4-piperidyl)amino]-s-triazin-6-yl)aminoundecane C(CCC)N(C1CC(NC(C1)(C)C)(C)C)C1=NC(=NC(=N1)N(CCCC)C1CC(NC(C1)(C)C)(C)C)NCCCCCC(CCCCCNC1=NC(=NC(=N1)N(CCCC)C1CC(NC(C1)(C)C)(C)C)N(CCCC)C1CC(NC(C1)(C)C)(C)C)NC1=NC(=NC(=N1)N(CCCC)C1CC(NC(C1)(C)C)(C)C)N(CCCC)C1CC(NC(C1)(C)C)(C)C